CC(C(=O)N1N=C(C(=C1NCC1=CC=C(C=C1)C(N)=N)OC)C1C(N(C1)C(C(C)(C)C)=O)=O)(C)C 4-({[1-(2,2-dimethylpropanoyl)-3-[1-(2,2-dimethylpropanoyl)-2-oxoazetidin-3-yl]-4-methoxy-1H-pyrazol-5-yl]amino}methyl)benzene-1-carboximidamide